BrC(C(=O)Br)(C)C α-bromoisobutyric acid bromide